O1N=CC=CC2=C1C=CC=C2 BENZOXAZEPINE